FC1=CC=C(C=C1)C1=C(C=C2CNC(C2=C1)=O)OC1CN(C1)CC=1N=C(SC1)C 6-(4-fluorophenyl)-5-((1-((2-methylthiazol-4-yl)methyl)azetidin-3-yl)oxy)isoindolin-1-one